OC[C@H]1OC(O)[C@H]([18F])[C@@H](O)[C@@H]1O [18F]-fluorodeoxyglucose